C(C)(C)(C)C=1C(C(=CC(C1)=CC1=CC=C(C=C1)Cl)C(C)(C)C)=O 2,6-di-t-butyl-4-(4-chlorobenzylidene)cyclohexa-2,5-dien-1-one